(S)-N-(3-ethyl-2,4-difluorophenyl)-N-methyl-3-(6-methyl-4-(trifluoromethyl)pyridin-2-yl)-2-oxooxazolidine-4-carboxamide C(C)C=1C(=C(C=CC1F)N(C(=O)[C@H]1N(C(OC1)=O)C1=NC(=CC(=C1)C(F)(F)F)C)C)F